ClC=1C=C(C=2N(N1)C=CN2)[C@@H]2[C@H](C2)C2=CC1=C(OC(O1)(F)F)C=C2 6-chloro-8-((1S,2S)-2-(2,2-difluorobenzo[d][1,3]dioxol-5-yl)cyclopropyl)imidazo[1,2-b]pyridazine